2-((tert-butoxy carbonyl)amino)ethyl methanesulfonate CS(=O)(=O)OCCNC(=O)OC(C)(C)C